2-butoxylethanol O(CCCC)CCO